N1C=CC2=CC=C(C=C12)NC1=CC(=CC(=N1)C#N)NC1=CC2=C(N=C(S2)C)C=C1 6-[(1H-indol-6-yl)amino]-4-[(2-methyl-1,3-benzothiazol-6-yl)amino]pyridine-2-carbonitrile